C(C)(C)(C)OC([C@@H](N(C(CCl)=O)CC(=O)NC1=C(C=CC(=C1)C)N1N=NC(=C1)Cl)CC1=CC=CC=C1)=O N-(2-((2-(4-chloro-1H-1,2,3-triazol-1-yl)-5-methylphenyl)amino)-2-oxoethyl)-N-(2-chloroacetyl)phenylalanine tert-butyl ester